CC1(C(=O)NC(C1)=O)CCC α-methyl-α-propylsuccinimide